ClC=1C=CC(=NC1)NC(=O)N1C(CC(C1)OCCC)C(=O)N N1-(5-chloropyridin-2-yl)-4-propoxypyrrolidine-1,2-dicarboxamide